2-bromo-11,11-diethylbenzo[b]fluorene BrC=1C=CC=2C=3C=C4C(=CC3C(C2C1)(CC)CC)C=CC=C4